1,6-bis(N,N'-dibenzylthiocarbamoyldithio)-hexane C(C1=CC=CC=C1)N(C(=S)SSCCCCCCSSC(N(CC1=CC=CC=C1)CC1=CC=CC=C1)=S)CC1=CC=CC=C1